N1=CCC=2C1=CN=CC2 3H-pyrrolo[2,3-c]pyridin